4-((diethylamino)methyl)benzenamine C(C)N(CC)CC1=CC=C(C=C1)N